bis-(2-aminoethyl) ether NCCOCCN